C(C)(C)(C)OC(=O)N(CCC1=NC(=CC=C1[N+](=O)[O-])OC)CC1=C(C=CC(=C1Cl)F)NC1=C(C(=O)O)C=C(C(=C1)C(F)(F)F)F 2-((2-(((tert-Butoxycarbonyl)(2-(6-methoxy-3-nitropyridin-2-yl)ethyl)amino)-methyl)-3-chloro-4-fluorophenyl)amino)-5-fluoro-4-(trifluoromethyl)benzoic acid